4-bromo-5,8,8-trimethyl-5-phenyl-5,8,9,10-tetrahydrobenzo[b][1,8]naphthyridin BrC=1C=2C(C3=C(NC2N=CC1)CC(C=C3)(C)C)(C3=CC=CC=C3)C